(t-butyl-peroxy)-2,5-dimethylhexane C(C)(C)(C)OOCC(CCC(C)C)C